ClC1=CC=C(C=C1)C1=CC(=C(C(=C1)C(C)C)CC(=O)NS(=O)(=O)C1=CC=C(C=C1)CN(C)C)C(C)C 2-[4-(4-chlorophenyl)-2,6-di(propan-2-yl)phenyl]-N-[4-[(dimethylamino)methyl]phenyl]sulfonylacetamide